C(C)(=O)C1=C(NC2=C(C=CC(=C2C1=O)Cl)Br)S(=O)CC1=CC(=CC=C1)S(F)(F)(F)(F)F 3-acetyl-8-bromo-5-chloro-2-((3-(pentafluoro-sulfanyl)benzyl)sulfinyl)quinolin-4(1H)-one